OC1=CC=C(C=C1)C1(N(CC2=CC=CC=C12)C1=CC=CC=C1)C1=CC=C(C=C1)O 3,3-bis(4-hydroxyphenyl)-2-phenyl-isoindoline